2-hydroxy-2-sulfinyl-acetic acid-disodium salt [Na+].[Na+].OC(C(=O)[O-])=S=O.OC(C(=O)[O-])=S=O